2-bromo-5-(2-nitrovinyl)furan BrC=1OC(=CC1)C=C[N+](=O)[O-]